(4-(3-hydroxyoxetan-3-yl)phenyl)(4-((6-(trifluoromethyl)benzo[d]oxazol-2-yl)oxy)piperidin-1-yl)methanone OC1(COC1)C1=CC=C(C=C1)C(=O)N1CCC(CC1)OC=1OC2=C(N1)C=CC(=C2)C(F)(F)F